3-(6-(aminomethyl)-5-fluoro-1-oxoisoindolin-2-yl)piperidine-2,6-dione tert-butyl-N-[(1S)-2-amino-1-[[(2S)-5-cyano-3-oxo-4H-1,4-benzoxazin-2-yl]methyl]-2-oxo-ethyl]carbamate C(C)(C)(C)OC(N[C@H](C(=O)N)C[C@@H]1OC2=C(NC1=O)C(=CC=C2)C#N)=O.NCC2=C(C=C1CN(C(C1=C2)=O)C2C(NC(CC2)=O)=O)F